CN1CC2=CC(=C(C=C2CC1)NC1=NC=C(C(=N1)C=1SC=C(C1)S(=O)(=O)C)C(F)(F)F)SC 2-methyl-N-(4-(4-(methylsulfonyl)thiophen-2-yl)-5-(trifluoromethyl)pyrimidin-2-yl)-7-(methylthio)-1,2,3,4-tetrahydroisoquinolin-6-amine